ClC1=CN=CC(=N1)NCC=1N=C2N(C=C(C=C2N2CCN(CC2)C)C2CC2)C1 6-chloro-N-((6-cyclopropyl-8-(4-methylpiperazin-1-yl)imidazo[1,2-a]pyridin-2-yl)methyl)pyrazin-2-amine